C(C1=CC=CC=C1)[C@H](NC(OC(C(F)(F)C1=CC(=CC=C1)Cl)C1=CC=CC=C1)=O)C(N[C@H](C(C(NCC)=O)CC(=O)O)C[C@H]1C(NCC1)=O)=O.OC1=CC=C(CCC(C)=O)C=C1 para-hydroxybenzyl-acetone (6S,9S)-6-benzyl-1-(3-chlorophenyl)-1,1-difluoro-4,7,11-trioxo-9-(((S)-2-oxopyrrolidin-3-yl)methyl)-2-phenyl-3-oxa-5,8,12-triazatetradecan-10-yl-acetate